6-bromo-3-fluoro-5-methyl-8-[(2R)-2-(trifluoromethyl)azetidin-1-yl]imidazo[1,2-a]pyrazine BrC=1N=C(C=2N(C1C)C(=CN2)F)N2[C@H](CC2)C(F)(F)F